N-(4-((4-(methylsulfonyl)piperazin-1-yl)methyl)pyridin-2-yl)-5-(pyridin-4-yl)thiazolo[5,4-b]pyridin-2-amine CS(=O)(=O)N1CCN(CC1)CC1=CC(=NC=C1)NC=1SC2=NC(=CC=C2N1)C1=CC=NC=C1